Ethyl 7-((2-chloro-6-methyl-5,5-dioxido-6,11-dihydrodibenzo[c,f][1,2]thiazepin-11-yl)amino)heptanoate ClC=1C=CC2=C(C(C3=C(N(S2(=O)=O)C)C=CC=C3)NCCCCCCC(=O)OCC)C1